C1(=CC(=CC=C1)C[C@@H]1N(CC2(CC2)[C@@H]1NS(=O)(=O)C)C(=O)C12CC2C1)C1=CC=CC=C1 N-((6S,7S)-6-([1,1'-biphenyl]-3-ylmethyl)-5-(bicyclo[1.1.0]butane-1-carbonyl)-5-azaspiro[2.4]heptan-7-yl)methanesulfonamide